CC1=CC=CC(=N1)C=1C=C2N(N1)CCC2 2-(6-methylpyridin-2-yl)-5,6-dihydro-4H-pyrrolo-[1,2-b]pyrazol